5-fluoro-9-chloro-8-(4-fluorophenyl)-8,9-dihydro-2H-pyrido[4,3,2-de]phthalazin-3-one-7-carboxylic acid tert-butyl ester C(C)(C)(C)OC(=O)N1C(C(C2=NNC(C=3C=C(C=C1C23)F)=O)Cl)C2=CC=C(C=C2)F